2'-(5-tert-butyl-1H-1,3-benzodiazol-2-yl)-5'-chloro-4-{[(1S)-2-methoxy-1-phenylethyl]carbamoyl}-[1,1'-biphenyl]-2-carboxylic acid C(C)(C)(C)C1=CC2=C(NC(=N2)C2=C(C=C(C=C2)Cl)C=2C(=CC(=CC2)C(N[C@H](COC)C2=CC=CC=C2)=O)C(=O)O)C=C1